C(C)(C)(C)C1=CC(=C(C(=C1)C)C=1NC(=CC(C1)=O)CO)OC1=C(C=C(C=C1)F)OC 2-[4-tert-butyl-2-(4-fluoro-2-methoxy-phenoxy)-6-methyl-phenyl]-6-(hydroxymethyl)-1H-pyridin-4-one